(R)-((3-bromophenyl)cyclopropylmethyl)-4-methyl-4H-1,2,4-triazole BrC=1C=C(C=CC1)[C@@H](C1CC1)C1=NN=CN1C